CC1(CCCCN1C(=O)OC(C)(C)C)C(=O)OC methyl N-Boc-2-methylpiperidine-2-carboxylate